C(\C=C(/C)\CCC=C(C)C)(=O)OCC1CC1 Cyclopropylmethyl geranate